(S)-2-amino-6-(2-(6-(3-fluoropyrrolidin-1-yl)pyridin-3-yl)-4-oxo-6,7-dihydrothiazolo[5,4-c]pyridin-5(4H)-yl)benzonitrile NC1=C(C#N)C(=CC=C1)N1C(C2=C(CC1)N=C(S2)C=2C=NC(=CC2)N2C[C@H](CC2)F)=O